C1(=CC=CC=C1)P(C[C@H](C)P(C1=CC=CC=C1)C1=CC=CC=C1)C1=CC=CC=C1 (S)-(+)-1,2-bis(diphenylphosphino)propane